Cl.FC1=CC=2N(C=C1NC(=O)N1CCC=3C1=NC=CC3N3CCNC1(CC1)C3)C=C(N2)C N-(7-fluoro-2-methylimidazo[1,2-a]pyridin-6-yl)-4-(4,7-diazaspiro[2.5]octan-7-yl)-2,3-dihydro-1H-pyrrolo[2,3-b]pyridine-1-carboxamide HCl salt